15-chloro-21,22-difluoro-16-methoxy-18,18-dioxo-8,11-dioxa-18λ6-thia-19-azatetracyclo[18.3.1.113,17.02,7]pentacosa-1(23),2(7),3,5,13(25),14,16,20(24),21-nonaen-12-one ClC1=CC=2C(OCCOC=3C=CC=CC3C3=CC(=C(C(NS(C(=C1OC)C2)(=O)=O)=C3)F)F)=O